(1R)-1-amino-7-azaspiro[3.5]nonane-7-carboxylic acid tert-butyl ester C(C)(C)(C)OC(=O)N1CCC2(CC[C@H]2N)CC1